dimorpholyl disulphide N1(CCOCC1)SSN1CCOCC1